ClC1=C(C=C(OCC(=O)NC(=O)C23CC(C2)(C3)C3=NN(N=C3)C3(CCC3)OC(F)(F)F)C=C1)F 2-(4-chloro-3-fluoro-phenoxy)-N-[3-[2-[3-cis-(trifluoromethoxy)cyclobutyl]triazol-4-yl]-1-bicyclo[1.1.1]pentanoyl]acetamide